CC1=CC2=CN(N=C2C(=C1)C)C1CCN(CC1)C(=O)C1=CC=C(C=C1)[C@@]1(C(NC(N1)=O)=O)C (R)-5-{4-[4-(5,7-dimethylindazol-2-yl)piperidine-1-carbonyl]phenyl}-5-methylimidazolidine-2,4-dione